BrC=1C=C(C=CC1)CC(C(=O)OC(C)(C)C)(C)[C@@H]1CN(CC1)C(=O)OC(C)(C)C tert-Butyl (3R)-3-[1-[(3-bromophenyl)methyl]-2-tert-butoxy-1-methyl-2-oxo-ethyl]pyrrolidine-1-carboxylate